2-(Allyloxy)-2-oxoethyl-1-{2-chloro-4-fluoro-5-[3-methyl-2,6-dioxo-4-(trifluoromethyl)-3,6-dihydropyrimidin-1(2H)-yl]phenoxy}cyclobutancarboxylat C(C=C)OC(COC(=O)C1(CCC1)OC1=C(C=C(C(=C1)N1C(N(C(=CC1=O)C(F)(F)F)C)=O)F)Cl)=O